3-{[2-(trimethylsilyl)ethoxy]methoxy}propionyl chloride C[Si](CCOCOCCC(=O)Cl)(C)C